C(C)N1C=C([C@H]2[C@H](O)[C@H](O)[C@@H](CO)O2)C(NC1=O)=O 1-ethylpseudouridine